C1(CCCCC1)N(CC1=NN(C(=N1)C1=CC=C(C=C1)C(C)C)C1=CC=C(C=C1)F)C cyclohexyl-N-((1-(4-fluorophenyl)-5-(4-isopropylphenyl)-1H-1,2,4-triazol-3-yl)methyl)methylamine